2-(3-chlorophenyl)-N-(2-(4-ethylpiperazin-1-yl)-5-(4-(4-((6-(trifluoromethyl)pyridazin-3-yl)oxy)-phenyl)piperidine-1-carbonyl)phenyl)acetamide ClC=1C=C(C=CC1)CC(=O)NC1=C(C=CC(=C1)C(=O)N1CCC(CC1)C1=CC=C(C=C1)OC=1N=NC(=CC1)C(F)(F)F)N1CCN(CC1)CC